ethyl 2-[[6-[(5-fluoro-1,3-benzothiazol-2-yl)amino]-1,5-dimethyl-pyridazin-3-yl]amino]thiazole-4-carboxylate FC=1C=CC2=C(N=C(S2)NC2=C(C=C(NN2C)NC=2SC=C(N2)C(=O)OCC)C)C1